FC1=C(C=CC(=C1)F)[C@](COC1=CC=C(C=C1)C(\C=C\C1=CC=C(C=C1)OC)=O)(CN1N=CN=C1)O (E)-1-[4-[(2R)-2-(2,4-Difluorophenyl)-2-hydroxy-3-(1,2,4-triazol-1-yl)propoxy]phenyl]-3-(4-methoxyphenyl)prop-2-en-1-one